CC1(CN(CC=2C=C(C=NC12)C(F)(F)F)C1=NC(=NC2=CC=C(C=C12)F)C)C 4-[8,8-dimethyl-3-(trifluoromethyl)-5,7-dihydro-1,6-naphthyridin-6-yl]-6-fluoro-2-methyl-quinazoline